3-methyl-8-(piperidin-1-yl)-1H-purine-2,6(3H,7H)-dione CN1C(NC(C=2NC(=NC12)N1CCCCC1)=O)=O